FC(C=1C=C(O[C@@H](CCC)O)C=CC1)(F)F (S)-1-(3-trifluoromethyl-phenoxy)-butanol